5-bromo-3-fluoro-4-isopropoxypyridin-2-amine BrC=1C(=C(C(=NC1)N)F)OC(C)C